CCCCCCCCCCCCCCCCCCCCCC(=O)OC[C@H](COP(=O)([O-])OCC[N+](C)(C)C)OC(=O)CCCCCCCCCCC/C=C\CCCCCCCC 1-docosanoyl-2-(13Z-docosenoyl)-sn-glycero-3-phosphocholine